COC=1C=C(C=CC1OC)C=O (3,4-dimethoxyphenyl)methanon